COC1=C(C=CC(=C1)C(F)(F)F)C=1C=2N(C(=NN1)SC)C=CN2 8-[2-Methoxy-4-(trifluoromethyl)phenyl]-5-methylsulfanyl-imidazo[1,2-d][1,2,4]triazine